COC(=O)C1=CC=2C(=NC(N2)([2H])[2H])C=C1N 6-amino-2,2-dideutero-1,3-benzodiazole-5-carboxylic acid methyl ester